CN1N=C(C=C(C1=O)N1CCOCC1)B(O)O (1-methyl-5-(N-morpholinyl)-6-oxo-1,6-dihydro-pyridazin-3-yl)boronic acid